6-(ethylamino)-4-[2-methyl-4-(4-methyl-1,2,4-triazol-3-yl)pyrazol-3-yl]Pyridine-2-carboxamide C(C)NC1=CC(=CC(=N1)C(=O)N)C=1N(N=CC1C1=NN=CN1C)C